N1=C(C=CC=C1)OCCCCCCNC(CC)=O N-[6-(pyridin-2-yloxy)hexyl]propionamide